N-[2-(5-bromo-1,3-thiazol-2-yl)propan-2-yl]-2-methylpropane-2-sulfinamide BrC1=CN=C(S1)C(C)(C)NS(=O)C(C)(C)C